C(C)(C)(C)OC(=O)N[C@@H](CCSCCC(C(F)(F)F)(C1=CC=C(C=C1)OC(F)(F)F)O)C(=O)OC(C)(C)C tert-butyl N-(tert-butoxycarbonyl)-S-(4,4,4-trifluoro-3-hydroxy-3-(4-(trifluoromethoxy)phenyl)butyl)-Z-homocysteinate